[Si](C)(C)(C(C)(C)C)OC1=CC=C(C=C1)C1(C(NC2=C(C(=CC=C12)F)F)=O)Cl 3-(4-(tert-butyldimethylsilyloxy)phenyl)-6,7-difluoro-3-chloroindol-2-one